butyl 4-[(1S)-2-[(4S)-4-benzyl-2-oxo-oxazolidin-3-yl]-1-[(3-bromophenyl)methyl]-2-oxo-ethyl]-3,3-difluoro-pyrrolidine-1-carboxylate C(C1=CC=CC=C1)[C@@H]1N(C(OC1)=O)C([C@@H](CC1=CC(=CC=C1)Br)C1C(CN(C1)C(=O)OCCCC)(F)F)=O